C1N(CC2C1CNC2)C=O (hexahydropyrrolo[3,4-c]Pyrrol-2(1H)-yl)methanone